(4aR,8aS)-6-[6-[[4-[1-(trifluoromethyl)cyclopropyl]pyrimidin-2-yl]methyl]-2-azaspiro[3.3]heptane-2-carbonyl]-4,4a,5,7,8,8a-hexahydropyrido[4,3-b][1,4]oxazin-3-one FC(C1(CC1)C1=NC(=NC=C1)CC1CC2(CN(C2)C(=O)N2C[C@@H]3[C@@H](OCC(N3)=O)CC2)C1)(F)F